(Z)-ethyl 3-((3-ethyl-7-(methylthio)-1,1-dioxido-5-phenyl-3-propyl-2,3,4,5-tetrahydrobenzo-1,5-thiazepin-8-yl) oxy)-2-fluoroacrylate C(C)C1(CS(C2=C(N(C1)C1=CC=CC=C1)C=C(C(=C2)O\C=C(\C(=O)OCC)/F)SC)(=O)=O)CCC